8-Fluoro-1-[trans-4-(pyridin-2-yloxy)cyclohexyl]-4H-[1,2,4]triazolo[4,3-a][1]benzazepin-5(6H)-on FC=1C=CC2=C(CC(CC=3N2C(=NN3)[C@@H]3CC[C@H](CC3)OC3=NC=CC=C3)=O)C1